2-(5-fluoro-2-(hydroxymethyl)benzyl)-7-(2-((6-isopropoxypyridin-3-yl)amino)-5-methylpyrimidin-4-yl)-3,4-dihydropyrrolo[1,2-a]pyrazin-1(2H)-one FC=1C=CC(=C(CN2C(C=3N(CC2)C=C(C3)C3=NC(=NC=C3C)NC=3C=NC(=CC3)OC(C)C)=O)C1)CO